6-(ethylsulfanyl)-1-[(2,4,5-trifluorophenyl)methyl]-3H-1,3,5-triazine-2,4-dione C(C)SC1=NC(NC(N1CC1=C(C=C(C(=C1)F)F)F)=O)=O